N1=C2C=CC=CC2=C2C1=CC=C1C2=NC=2C=CC=3C=4C=CC=CC4NC3C21 indolo-indolo-carbazole